2-azidobut-3-en-1-yl-2-(2-chlorophenyl)acetate N(=[N+]=[N-])C(COC(CC1=C(C=CC=C1)Cl)=O)C=C